nickel cyanide [Ni](C#N)C#N